CS(=O)(=O)C(C)(C)C1=CC(=NC(=C1)N1[C@@H](COCC1)C)NC1=CC=NN1C1OCCCC1 4-(2-methanesulfonylprop-2-yl)-6-[(3R)-3-methylmorpholin-4-yl]-N-[1-(tetrahydropyran-2-yl)-1H-pyrazol-5-yl]pyridin-2-amine